COC=1C=C2CCN(C(C2=CC1OC)CCC1=CNC2=CC=CC=C12)CC1CCOCC1 3-(2-(6,7-dimethoxy-2-((tetrahydro-2H-pyran-4-yl)methyl)-1,2,3,4-tetrahydroisoquinolin-1-yl)ethyl)-1H-indole